C(C1=CC=CC=C1)S(=O)(=O)[O-].[Sn+4].C(C1=CC=CC=C1)S(=O)(=O)[O-].C(C1=CC=CC=C1)S(=O)(=O)[O-].C(C1=CC=CC=C1)S(=O)(=O)[O-] tin toluenesulfonate